2-[(2-fluorobenzoyl)amino]-4-[[3-fluoro-2-methoxy-propyl]-[4-(5,6,7,8-tetrahydro-1,8-naphthyridin-2-yl)butyl]amino]butanoic acid FC1=C(C(=O)NC(C(=O)O)CCN(CCCCC2=NC=3NCCCC3C=C2)CC(CF)OC)C=CC=C1